5-bromo-N-((4,6-dimethyl-2-oxo-1,2-dihydropyridin-3-yl)methyl)-3-(ethyl((trans)-4-(methylamino)cyclohexyl)amino)-2-methylbenzamide BrC=1C=C(C(=C(C(=O)NCC=2C(NC(=CC2C)C)=O)C1)C)N([C@@H]1CC[C@H](CC1)NC)CC